ClC=1C=C(C2=C(C(C(=C(O2)CC)C)=O)C1)Cl 6,8-dichloro-2-ethyl-3-methyl-4H-benzopyran-4-one